(R)-N-((R)-1-(7-fluoro-3-(3-(hydroxymethyl)-1-methyl-1H-pyrazol-4-yl)-1-oxo-1,2-dihydroisoquinolin-5-yl)ethyl)-2-methylpropane-2-sulfinamide FC1=CC(=C2C=C(NC(C2=C1)=O)C=1C(=NN(C1)C)CO)[C@@H](C)N[S@](=O)C(C)(C)C